p-decyloxybenzyl carbamate C(N)(OCC1=CC=C(C=C1)OCCCCCCCCCC)=O